C(C)(C)(C)OC(NC[C@H](CO)O)=O (R)-(2,3-dihydroxypropyl)carbamic acid tert-butyl ester